8-bromo-N-(1-methylcyclopropyl)imidazo[1,2-a]pyridine-6-sulfonamide BrC=1C=2N(C=C(C1)S(=O)(=O)NC1(CC1)C)C=CN2